4-bromo-5-(4-(4-fluoro-2-(trifluoromethyl)phenoxy)-5,8-dihydropyrido[3,4-d]pyrimidin-7(6H)-yl)-2-(tetrahydro-2H-pyran-2-yl)pyridazin-3(2H)-one BrC=1C(N(N=CC1N1CC=2N=CN=C(C2CC1)OC1=C(C=C(C=C1)F)C(F)(F)F)C1OCCCC1)=O